5-[2-(2,6-dichloropyridin-4-yl)-4-(trifluoromethyl)phenyl]-4-methyl-1,2,4-triazole-3-thiol ClC1=NC(=CC(=C1)C1=C(C=CC(=C1)C(F)(F)F)C=1N(C(=NN1)S)C)Cl